C1(CCC1)N1CCC(CC1)OC1=CC=C(C=C1)NC(=O)NCCN(CC)CC 1-(4-((1-cyclobutylpiperidin-4-yl)oxy)phenyl)-3-(2-(diethylamino)ethyl)urea